C(CCCCC(=O)[O-])(=O)[O-].[Sn+4].C(CCCCC(=O)[O-])(=O)[O-] tin adipate